12-Hydroxy-hexacosanoic acid OC(CCCCCCCCCCC(=O)O)CCCCCCCCCCCCCC